N-((9-(4-fluorophenyl)-6-oxaspiro[4.5]dec-8-en-8-yl)methyl)-N-((3-methoxythiophen-2-yl)methyl)ethylamine FC1=CC=C(C=C1)C1=C(COC2(CCCC2)C1)CN(CC=1SC=CC1OC)CC